heptane-2-carboxylic acid ethyl ester TFA salt OC(=O)C(F)(F)F.C(C)OC(=O)C(C)CCCCC